NC1=NC=C(C=C1O[C@H](C)C=1C=C(C=CC1)NC(C1=CC=C(C=C1)C)=O)Cl (R)-N-(3-(1-((2-amino-5-chloropyridin-3-yl)oxy)ethyl)-phenyl)-4-methylbenzamide